N-((5-chloro-3-ethyl-6-(thiazol-4-ylmethoxy)-1H-indol-2-yl)methyl)azetidine-1-carboxamide ClC=1C=C2C(=C(NC2=CC1OCC=1N=CSC1)CNC(=O)N1CCC1)CC